(S)-2-((7-methyl-2-(2,3,6-trifluoro-4-(methoxycarbonyl)phenyl)imidazo[1,2-a]pyridin-3-yl)methyl)morpholine-4-carboxylic acid tert-butyl ester C(C)(C)(C)OC(=O)N1C[C@@H](OCC1)CC1=C(N=C2N1C=CC(=C2)C)C2=C(C(=C(C=C2F)C(=O)OC)F)F